O[C@@H](CC(=O)OCCCCC)C pentyl R-(-)-3-hydroxybutyrate